BrC1=C(C(=CC=2CCOC21)N)C 7-bromo-6-methyl-2,3-dihydrobenzofuran-5-amine